COC1=C(C(O)=CC=C1)O Methoxycatechol